(E)-3-[(4-Methoxyphenyl)thio]-1-phenyl-3-(trimethylsilyl)prop-2-en-1-one COC1=CC=C(C=C1)S/C(=C/C(=O)C1=CC=CC=C1)/[Si](C)(C)C